methyl (R)-3-(3-bromophenyl)-3-((tert-butoxycarbonyl)amino)propanoate BrC=1C=C(C=CC1)[C@@H](CC(=O)OC)NC(=O)OC(C)(C)C